2,4,6-tricyanoBenzene C(#N)C1=CC(=CC(=C1)C#N)C#N